NC1=NC(=CC(=N1)N1[C@@H](COCCC1)C=1C(=CC(=C(C1)NC(C)=O)F)Cl)C |r| (±)-N-[5-[4-(2-amino-6-methyl-pyrimidin-4-yl)-1,4-oxazepan-3-yl]-4-chloro-2-fluoro-phenyl]acetamide